3H-1,3,4-triazaindene N1=CNC2=NC=CC=C12